CN1C(N(CC=2N=NC(=CC21)NC2=CC=C(C=C2)N2CCN(CC2)C)C2CCNC1=CC=CC=C21)=O 5-methyl-3-[4-(4-methylpiperazin-1-yl)anilino]-7-(1,2,3,4-tetrahydroquinolin-4-yl)-8H-pyrimido[5,4-c]pyridazin-6-one